(S)-1-cyano-N-(1-(4-methylpyridin-2-yl)-1H-imidazol-4-yl)pyrrolidine-3-carboxamide C(#N)N1C[C@H](CC1)C(=O)NC=1N=CN(C1)C1=NC=CC(=C1)C